bis(diethylamino)silane Rel-tert-butyl-N-[3-ethyl-5-[[2-[(2R,5S)-2-(6-isoquinolyl)-5-methyl-1-piperidyl]-2-oxo-acetyl]amino]-2-pyridyl]carbamate C(C)(C)(C)OC(NC1=NC=C(C=C1CC)NC(C(=O)N1[C@H](CC[C@@H](C1)C)C=1C=C2C=CN=CC2=CC1)=O)=O.C(C)N(CC)[SiH2]N(CC)CC |o1:20,23|